2-(3,4-dihydro-2H-pyrrolo[3',2':5,6]pyrido[2,3-b][1,4]oxazepin-1(7H)-yl)-N-((4-((((2S,5R)-5-methoxytetrahydro-2H-pyran-2-yl)methyl)amino)-3-nitrophenyl)sulfonyl)benzamide N1(C2=C(OCCC1)N=C1C(=C2)C=CN1)C1=C(C(=O)NS(=O)(=O)C2=CC(=C(C=C2)NC[C@H]2OC[C@@H](CC2)OC)[N+](=O)[O-])C=CC=C1